N(=[N+]=[N-])C(C)(C1=CC=CC=C1)C1=NN(C2=CN=C(C=C21)Cl)C2CC2 (1-azido-1-phenylethyl)-5-chloro-1-cyclopropyl-1H-pyrazolo[3,4-c]pyridine